1-benzyl 2-methyl (2S,3S)-3-(2-(tert-butoxy)-2-oxoethoxy)pyrrolidine-1,2-dicarboxylate C(C)(C)(C)OC(CO[C@@H]1[C@H](N(CC1)C(=O)OCC1=CC=CC=C1)C(=O)OC)=O